2-chloro-6-(3,4-dimethoxyphenyl)-5H-pyrrolo[3,2-d]pyrimidine ClC=1N=CC2=C(N1)C=C(N2)C2=CC(=C(C=C2)OC)OC